(S)-2-((tert-butoxycarbonyl)amino)-4-((2-methoxyethyl)(5-(5,6,7,8-tetrahydro-1,8-naphthyridin-2-yl)pentyl)amino)butanoic acid C(C)(C)(C)OC(=O)N[C@H](C(=O)O)CCN(CCCCCC1=NC=2NCCCC2C=C1)CCOC